FC1(CCN(CC1)C1=NC=2N(C(=C1)C)N(CC2)C(C(F)(F)F)C)F 5-(4,4-Difluoropiperidin-1-yl)-7-methyl-N-(1,1,1-trifluoropropan-2-yl)pyrazolo[1,5-a]Pyrimidine